Cl.CN(CCC)C N,N-dimethyl-Propane-1-amine hydrochloride